CC1=CC=C(C=C1)S(=O)(=O)OCCCC1=C(C=C(C=C1Cl)N(CC1=CC=C(C=C1)OC)CC1=CC=C(C=C1)OC)Br 3-(4-(bis(4-methoxybenzyl)amino)-2-bromo-6-chlorophenyl)propyl 4-methylbenzenesulfonate